(E)-7-(diethylamino)-3-((2-(9-(naphthalen-1-yl)-8-(thiophen-2-yl)-9H-purin-6-yl)hydrazono)methyl)-2H-chromen-2-one C(C)N(C1=CC=C2C=C(C(OC2=C1)=O)/C=N/NC1=C2N=C(N(C2=NC=N1)C1=CC=CC2=CC=CC=C12)C=1SC=CC1)CC